CN1N=NN=C1NC(C1=C(N=C(C=C1)C(F)(F)F)OCC=1N=NN(N1)C)=O N-(1-methyl-1H-tetrazol-5-yl)-2-((2-methyl-2H-tetrazol-5-yl)methoxy)-6-(trifluoromethyl)nicotinamide